4-sulfocatechol S(=O)(=O)(O)C=1C=C(C(O)=CC1)O